ClC1=C(C(=CC=C1Cl)O)[C@H]1C[C@@H]2N(C(CN(C2)C2CC(C2)O)=O)C1 (7R,8aS)-7-(2,3-dichloro-6-hydroxyphenyl)-2-[(1r,3S)-rel-3-hydroxycyclobutyl]hexahydropyrrolo[1,2-a]pyrazin-4-one